FC1=C(C(=O)N[C@H](C(=O)O)CC=2C=NC(=CC2)N2C(N(C3=C(C2=O)C=CN=C3)C)=O)C(=CC(=C1)N1[C@H](COCC1)C(F)(F)F)C (S)-2-(2-fluoro-6-methyl-4-((R)-3-(trifluoromethyl)morpholino)benzamido)-3-(6-(1-methyl-2,4-dioxo-1,4-dihydropyrido[3,4-d]pyrimidin-3(2H)-yl)pyridin-3-yl)propanoic acid